C[C@H]([C@@H](C(=O)O)NC(=O)[C@H](CCC(=O)O)NC(=O)CNC(=O)[C@H](CCCCN)NC(=O)[C@@H]1CCCN1C(=O)CNC(=O)[C@H](CCC(=O)N)NC(=O)[C@H](CCC(=O)O)NC(=O)CNC(=O)[C@H](CC[C@H](CN)O[C@H]2[C@@H]([C@H]([C@H]([C@H](O2)CO)O)O)O)NC(=O)[C@H](CC3CCCCC3)NC(=O)CNC(=O)[C@H](C)NC(=O)[C@H](CCC(C)C)NC(=O)CN)O The molecule is a fifteen-membered glycopeptide comprising glycyl, homoleucyl, alanyl, glycyl, cyclohexylalanyl, (5R)-5-(beta-D-galactopyranosyloxy)lysyl, glycyl. alpha-glutamyl, glutaminyl, glycyl, prolyl, lysyl, glycyl, alpha-glutamyl and threonine residues coupled in sequence.